(E)-4-hexene CCC\C=C\C